NCCCOC1=C(C=NC=C1)NC1=C(C(NC=C1)=O)C(=O)NC1=CC=C(C=C1)N1CCN(CC1)C 4-((4-(3-Aminopropoxy)pyridin-3-yl)amino)-N-(4-(4-methylpiperazin-1-yl)phenyl)-2-oxo-1,2-dihydropyridine-3-carboxamide